((3aR,6aS)-5-(4,6-dimethylpyrimidin-2-yl)pyrrolo[3,4-c]pyrrol-2(1H)-yl)(2-(pyridin-2-yl)indolizine-1-yl)methanone CC1=NC(=NC(=C1)C)N1C=C2C(=C1)CN(C2)C(=O)C=2C(=CN1C=CC=CC21)C2=NC=CC=C2